ClC1=CC=C(N=N1)NCCOC 6-Chloro-N-(2-methoxyethyl)pyridazin-3-amine